CC1=C(C=2C=NC=CC2S1)O methyl-3-hydroxythieno[3,2-c]pyridine